3-(4-Hydroxy-2,3-dihydrobenzofuran-5-yl)-6-[[(3R)-1-(2-hydroxyethyl)-3-piperidyl]amino]-4-methyl-1,2,4-triazin-5-one OC1=C(C=CC2=C1CCO2)C2=NN=C(C(N2C)=O)N[C@H]2CN(CCC2)CCO